(1R,3s)-N-(6-(2-((((1S,2S)-2-hydroxycyclopentyl)oxy)methyl)pyrimidin-5-yl)benzo[d]thiazol-2-yl)-3-((S)-2-methylpiperazin-1-yl)cyclobutane-1-carboxamide O[C@@H]1[C@H](CCC1)OCC1=NC=C(C=N1)C1=CC2=C(N=C(S2)NC(=O)C2CC(C2)N2[C@H](CNCC2)C)C=C1